1,2-Bis[5-(1-methylhydrazinyl)tetrazol-1-yl]propan CN(N)C1=NN=NN1CC(C)N1N=NN=C1N(N)C